C(C)(C)N1C(=NN=C1)C1=CC=CC(=N1)N1C(N(CC1)C1=CC=C(C=C1)S(=O)(=O)N1CCOCC1)=O 1-(6-(4-isopropyl-4H-1,2,4-triazol-3-yl)pyridin-2-yl)-3-(4-(morpholinosulfonyl)phenyl)imidazolidin-2-one